N1-(2,5-dichloropyrimidin-4-yl)benzen-1,2-diamine ClC1=NC=C(C(=N1)NC=1C(=CC=CC1)N)Cl